C(#N)C1=NN(C=C1)C1C(CC1)C=1NC(C2=C(N1)N(N=C2C#N)C(C)C=2C=NC(=CC2)C(F)(F)F)=O 6-(2-(3-Cyano-1H-pyrazol-1-yl)cyclobutyl)-4-oxo-1-(1-(6-(trifluoromethyl)pyridin-3-yl)ethyl)-4,5-dihydro-1H-pyrazolo[3,4-d]pyrimidin-3-carbonitril